C(C)(=O)OC[C@@H]1O[C@H]([C@H]([C@H]([C@@H]1OC(C)=O)OC(C)=O)OC(C)=O)OC1=CC=C(C=C1)C(\C=C\C1=CC=CC=C1)=O [(2S,3R,4S,5S,6S)-3,4,5-Triacetyloxy-6-[4-[(E)-3-phenylprop-2-enoyl]phenoxy]oxan-2-yl]methyl acetate